(2S,4R)-1-[(2S)-2-(4-cyclopropyltriazol-1-yl)-3,3-dimethyl-butanoyl]-N-[1-(1,1-dioxothietan-3-yl)ethyl]-4-hydroxy-pyrrolidine-2-carboxamide C1(CC1)C=1N=NN(C1)[C@H](C(=O)N1[C@@H](C[C@H](C1)O)C(=O)NC(C)C1CS(C1)(=O)=O)C(C)(C)C